OC=1C=2N(C=C(C1)C=1C=NN(C1)C)N=CC2NC(C2=CC=CC=C2)=O N-(4-hydroxy-6-(1-methyl-1H-pyrazol-4-yl)pyrazolo[1,5-a]pyridin-3-yl)benzamide